4-(2-fluoro-4-methylpyridin-3-yl)-2-[(3R)-3-methylmorpholin-4-yl]-8-(1H-pyrazol-5-yl)-1,7-naphthyridine FC1=NC=CC(=C1C1=CC(=NC2=C(N=CC=C12)C1=CC=NN1)N1[C@@H](COCC1)C)C